N-((6-methyl-5-(pyrazolo[1,5-a]pyridin-5-yl)-2,3-dihydro-1H-inden-4-yl)carbamoyl)-6,7-dihydro-4H-pyrazolo[5,1-c][1,4]oxazine-3-sulfonamide CC1=C(C(=C2CCCC2=C1)NC(=O)NS(=O)(=O)C=1C=NN2C1COCC2)C2=CC=1N(C=C2)N=CC1